3-bromo-N-[1-[5-bromo-2-[5-(2,2,2-trifluoroethoxy)pyrimidin-2-yl]-1,2,4-triazol-3-yl]ethyl]-5-(trifluoromethyl)benzamide BrC=1C=C(C(=O)NC(C)C=2N(N=C(N2)Br)C2=NC=C(C=N2)OCC(F)(F)F)C=C(C1)C(F)(F)F